tert-Butyl (R)-(1-(2-(7-(2-(4H-1,2,4-triazol-4-yl)ethoxy)-1-(cyclopropylmethyl)-1H-pyrrolo[2,3-c]pyridin-2-yl)-3-methylpyrazolo[1,5-a]pyridine-6-carbonyl)piperidin-3-yl)carbamate N=1N=CN(C1)CCOC=1N=CC=C2C1N(C(=C2)C2=NN1C(C=CC(=C1)C(=O)N1C[C@@H](CCC1)NC(OC(C)(C)C)=O)=C2C)CC2CC2